C1=CC=CC=2C3=CC=CC=C3N(C12)C1=CC(=CC=C1)N1C2=CC=CC=C2C=2C=CC=CC12 1,3-di(9H-carbazole-9-yl)benzene